N1=CNC=C2C1=NC=C2C=O 3H-pyrrolo[2,3-d]pyrimidine-5-carbaldehyde